FC1=C(C=CC(=C1C)F)N(C(=O)[C@H]1N(S(CC1)(=O)=O)C1=NC(=CC(=C1)C(F)(F)F)C)C (S)-N-(2,4-difluoro-3-methylphenyl)-N-methyl-2-(6-methyl-4-(trifluoromethyl)pyridin-2-yl)isothiazolidine-3-carboxamide 1,1-dioxide